N-(3-methoxypyridin-2-yl)-1,5,7-trimethyl-4-oxo-4,5-dihydro-1H-pyrrolo[3,2-c]pyridine-3-carboxamide COC=1C(=NC=CC1)NC(=O)C1=CN(C2=C1C(N(C=C2C)C)=O)C